FC1=C(C=CC=C1)C=1N(C2=C(C=NC(=C2)N2N=CC=N2)N1)[C@H]1C[C@H](CCC1)N (1S,3R)-3-(2-(2-fluorophenyl)-6-(2H-1,2,3-triazol-2-yl)-1H-imidazo[4,5-c]pyridin-1-yl)cyclohexan-1-amine